5-{2-[(6-methoxy-2-methyl-1,2,3,4-tetrahydroisoquinolin-7-yl)amino]quinazolin-7-yl}-3-methylpyridine-2-carbonitrile COC=1C=C2CCN(CC2=CC1NC1=NC2=CC(=CC=C2C=N1)C=1C=C(C(=NC1)C#N)C)C